ClC1=CC=C(C=C1)C(=O)C1=CC=C(C=C1)SCCCCCCCCCCCC (4-chloro-phenyl)-(4-dodecylthio-phenyl)-methanone